N-tert-butyl-5-(4-(4-(cyanomethylcarbamoyl)phenyl)pyrimidin-2-ylamino)-2-morpholino-benzamide C(C)(C)(C)NC(C1=C(C=CC(=C1)NC1=NC=CC(=N1)C1=CC=C(C=C1)C(NCC#N)=O)N1CCOCC1)=O